N-((S)-1-(4-(2H-Tetrazol-5-yl)phenyl)ethyl)-4-((R)-3-(3-(trifluoromethyl)phenoxy)pyrrolidin-1-yl)tetrahydro-2H-pyran-4-carboxamide N=1NN=NC1C1=CC=C(C=C1)[C@H](C)NC(=O)C1(CCOCC1)N1C[C@@H](CC1)OC1=CC(=CC=C1)C(F)(F)F